4,7-dimethyl-7H-pyrrolo[2,3-d]pyrimidine CC=1C2=C(N=CN1)N(C=C2)C